ClC1=C(C=C(C=C1)F)C1=CC=C(N=N1)NC1C[C@@H]2[C@@H](CN(C2)C2CCC3(CCOCC3)CC2)C1 (3aR,5s,6aS)-N-(6-(2-chloro-5-fluorophenyl)pyridazin-3-yl)-2-(3-oxaspiro[5.5]undecan-9-yl)octahydrocyclopenta[c]pyrrol-5-amine